CN(S(=O)(=O)C)C1=C(C(=O)OC)C=CC=C1 methyl 2-(N-methylmethylsulfonamido)benzoate